OCCN(C1CCN(CC1)C1CC2(C1)CN(CC2)C(=O)[O-])C2=CC=CC=C2 2-{4-[(2-hydroxyethyl) (phenyl) amino] piperidin-1-yl}-6-azaspiro[3.4]octane-6-carboxylate